NCCC(=O)NC1(CCN(CC1)C1=C(C=C(C=C1)C(F)(F)F)C#N)C1=CC=C(C=C1)C=1C(=NC=CC1)OCC 3-amino-N-{1-[2-cyano-4-(trifluoromethyl)phenyl]-4-[4-(2-ethoxypyridin-3-yl)phenyl]piperidin-4-yl}propanamide